CN1C(N=CC2=CC(=CC=C12)C#N)=O 1-methyl-2-oxo-1,2-dihydroquinazoline-6-carbonitrile